tert-Butyl 5-((dimethylamino)methyl)-2,3,4,5-tetrahydro-1H-benzo[b]azepine-1-carboxylate CN(C)CC1C2=C(N(CCC1)C(=O)OC(C)(C)C)C=CC=C2